4-[2-(8-chloro-4-oxo-chromen-2-yl)-4,5-dimethoxy-phenoxy]butanoic acid ClC=1C=CC=C2C(C=C(OC12)C1=C(OCCCC(=O)O)C=C(C(=C1)OC)OC)=O